5-[(1E)-[(2-methoxypyrimidin-5-yl)imino]methyl]-2,2-dimethyl-1,3-dioxan-4,6-dione COC1=NC=C(C=N1)\N=C\C1C(OC(OC1=O)(C)C)=O